C(C)(C)(C)OC(=O)N1CCCC2=CC(=CC=C12)Br 6-bromo-3,4-dihydroquinoline-1(2H)-carboxylic acid tert-butyl ester